NC1=CC=CC(=N1)S(=O)(=O)NC(=O)C=1C(=NC(=CC1)C1=C(C=C(C=C1)OC)OC)OC1=C(C=C(C=C1C)C)C N-[(6-Amino-2-pyridyl)sulfonyl]-6-(2,4-dimethoxyphenyl)-2-(2,4,6-trimethylphenoxy)pyridin-3-carboxamid